4-Bromo-5-methyl-2-propionylthiophen-3-yl benzoate C(C1=CC=CC=C1)(=O)OC1=C(SC(=C1Br)C)C(CC)=O